N1=CC(=CC=C1)CN1C2=C(C=3C=CC(=CC13)C(=O)O)C=NC=C2 5-(pyridin-3-ylmethyl)-5H-pyrido[4,3-b]indole-7-carboxylic acid